O[C@@H]([C@@H](C)N1N=C(C=C1)C)C 1-((2R,3R)-3-hydroxybutan-2-yl)-3-methyl-1H-pyrazol